(R)-(3-Aminopyrrolidin-1-yl)(5-chloro-6,7-difluoro-1H-indol-2-yl)methanone N[C@H]1CN(CC1)C(=O)C=1NC2=C(C(=C(C=C2C1)Cl)F)F